C1N(CC2=CC=CC=C12)C1=NC=CC(=N1)C1=NC=CC(=N1)C#CC=1C=C2C=NNC2=CC1 5-((2'-(Isoindolin-2-yl)-[2,4'-bipyrimidin]-4-yl)ethynyl)-1H-indazole